4-methyl-N-(3,3,3-trifluoro-2-hydroxypropyl)benzenesulfonamide CC1=CC=C(C=C1)S(=O)(=O)NCC(C(F)(F)F)O